CNC(CN1N=CC(=C1)NC1=NC=C(C(=N1)N1OCCC1C1=CC=CC=C1)C(F)(F)F)=O N-methyl-2-(4-((4-(3-phenylisoxazolidin-2-yl)-5-(trifluoromethyl)pyrimidin-2-yl)amino)-1H-pyrazol-1-yl)acetamide